methyl-3-cyano-1-methyl-4-[4-(5-methyl-1,3-benzoxazol-2-yl)piperidin-1-yl]-2-oxo-1,2-dihydroquinol CC=1C(C(C(C(O)(C1)C)=O)C#N)(O)N1CCC(CC1)C=1OC2=C(N1)C=C(C=C2)C